Ethyl 4-(6-hydroxy-5-methoxybenzo[b]thiophen-2-yl)-4-oxobutanoate OC=1C(=CC2=C(SC(=C2)C(CCC(=O)OCC)=O)C1)OC